C(C1=CC=CC=C1)(=O)C(C(=O)OCC1=CC=CC=C1)CC(C)(C)C benzyl 2-benzoyl-4,4-dimethylpentanate